CCC(C)(C)OC(=O)C(C(=O)OC(CCO)O)C 2-(3-isopentoxycarbonyl)propionyloxy-1,3-propanediol